methyl-(2-(3,4-dichlorophenyl)chroman-6-yl)methanol CC(O)C=1C=C2CCC(OC2=CC1)C1=CC(=C(C=C1)Cl)Cl